C=C1CCCC2=CC=CC=C12 1-methylene-1,2,3,4-tetrahydronaphthalene